N-(4-(4-Chlorophenyl)thiazol-2-yl)-4-fluoro-2-(2,3,3,3-tetrafluoropropanamido)benzamide ClC1=CC=C(C=C1)C=1N=C(SC1)NC(C1=C(C=C(C=C1)F)NC(C(C(F)(F)F)F)=O)=O